FCC(CN(CCC(C(=O)O)NC(=O)C1N(C(CC1)=O)C1=CC=CC=C1)CCCCC1=NC=2NCCCC2C=C1)OC 4-[[3-fluoro-2-methoxy-propyl]-[4-(5,6,7,8-tetrahydro-1,8-naphthyridin-2-yl)butyl]amino]-2-[(5-oxo-1-phenyl-pyrrolidine-2-carbonyl)amino]butanoic acid